[Na+].[Na+].C(C)N(CC1=CC(=CC=C1)S(=O)(=O)[O-])C1=CC=C(C=C1)[C+](C1=C(C=CC=C1)S(=O)(=O)O)C1=CC=C(C=C1)N(CC)CC1=CC(=CC=C1)S(=O)(=O)[O-].C(C)N(CC1=CC(=CC=C1)S(=O)(=O)[O-])C1=CC=C(C=C1)[C+](C1=CC=C(C=C1)N(CC)CC1=CC(=CC=C1)S(=O)(=O)[O-])C1=C(C=CC=C1)S(=O)(=O)O 2-(bis{4-[N-ethyl-N-(3-sulfonatophenylmethyl)amino]phenyl}methyliumyl)benzenesulfonic acid diSodium